FC1(CCNC1)C 4-fluoro-4-methylpyrrolidine